3-[1-(2-Chlorophenyl)ethoxy]-N-{(1S)-1-[1-(5-cyanopyridin-2-yl)-3-methyl-1H-1,2,4-triazol-5-yl]ethyl}-5-(trifluoromethyl)benzamide ClC1=C(C=CC=C1)C(C)OC=1C=C(C(=O)N[C@@H](C)C2=NC(=NN2C2=NC=C(C=C2)C#N)C)C=C(C1)C(F)(F)F